(4-fluorophenyl)-5-(2-methylpyridin-4-yl)pyrimidin-2-amine FC1=CC=C(C=C1)C1=NC(=NC=C1C1=CC(=NC=C1)C)N